NCC(C(=O)O)(C)CN 3-amino-2-aminomethyl-2-methyl-propanoic acid